C(C1=CC=CC=C1)OCCC(CCC)OC1=NN2C(C(=N1)N(CC1=C(C=C(C=C1)OC)OC)CC1=C(C=C(C=C1)OC)OC)=NC=C2 2-((1-(benzyloxy)hexane-3-yl)oxy)-N,N-bis(2,4-dimethoxybenzyl)imidazo[2,1-f][1,2,4]triazin-4-amine